5-fluoro-4-[6-(2-pyrrolidin-2-ylethynyl)-3,5-dihydro-2H-4,1-benzoxazepin-1-yl]-1-(trideuteriomethyl)quinazolin-2-one FC1=C2C(=NC(N(C2=CC=C1)C([2H])([2H])[2H])=O)N1CCOCC2=C1C=CC=C2C#CC2NCCC2